O1CC(CC1)S(=O)(=O)Cl tetrahydrofuran-3-sulfonyl chloride